C(=O)(O)C=1C=C(C=CC1C(=O)O)OC1=CC(=C(C=C1)C(=O)O)C(=O)O (3,4-dicarboxyphenyl) ether